thallium titanium oxide [O-2].[Ti+4].[Tl+]